methyl (S)-3-((1-(1H-indol-3-yl)propan-2-yl)amino)bicyclo[1.1.1]pentane-1-carboxylate N1C=C(C2=CC=CC=C12)C[C@H](C)NC12CC(C1)(C2)C(=O)OC